3-methoxy-6-methyl-4-(2-methyl-2H-1,2,3-triazol-4-yl)pyridin-2-amine COC=1C(=NC(=CC1C1=NN(N=C1)C)C)N